C[C@@]12C[C@H](N([C@H]2C1)C(CNC(=O)C=1C=CC=2SC3=CC=CC=C3OC2C1)=O)C(=O)O (1S,3S,5S)-5-methyl-2-((phenoxathiine-3-carbonyl)glycyl)-2-azabicyclo[3.1.0]hexane-3-carboxylic acid